1-(2,4-Difluoro-3-hydroxy-5-(trifluoromethyl)phenyl)-5-(methyl(tetrahydro-2H-pyran-4-yl)amino)-1H-indazole-3-carboxylic Acid FC1=C(C=C(C(=C1O)F)C(F)(F)F)N1N=C(C2=CC(=CC=C12)N(C1CCOCC1)C)C(=O)O